CCCCCCI N-hexyl iodide